C1(CC(C(C)C)O1)=O β-Isocaprolacton